3-fluorocyclobutanol FC1CC(C1)O